2-[4-(1-{2-[(tert-butyldimethylsilyl)oxy]ethyl}pyrrolidin-3-yl)-2-(1,1,2,2,2-pentafluoroethyl)imidazo[1,2-a]1,8-naphthyridin-8-yl]-1,3,4-oxadiazole [Si](C)(C)(C(C)(C)C)OCCN1CC(CC1)C=1C=2C=CC=3N(C2N=C(C1)C(C(F)(F)F)(F)F)C=C(N3)C=3OC=NN3